C(=O)(OC(C)(C)C)N[C@@H](C(C)C)CO Boc-Valinol